phosphoric acid di(methacryloyloxyethyl)hydrogenphosphate C(C(=C)C)(=O)OCCOP(=O)(O)OCCOC(C(=C)C)=O.P(O)(O)(O)=O